CC1=CC=C(C=C1)C=CC=O 3-(4-methylphenyl)propan-2-enal